N-(2,4-dichloro-6-methylbenzyl)-5-fluoro-8-oxo-5,6,7,8-tetrahydro-quinoline-5-carboxamide ClC1=C(CNC(=O)C2(C=3C=CC=NC3C(CC2)=O)F)C(=CC(=C1)Cl)C